(S)-8-(2-amino-6-((R)-2,2,2-trifluoro-1-(4'-(methylcarbamoyl)-[1,1'-biphenyl]-4-yl)ethoxy)pyrimidin-4-yl)-2,8-diazaspiro[4.5]decane-3-carboxylic acid NC1=NC(=CC(=N1)N1CCC2(C[C@H](NC2)C(=O)O)CC1)O[C@@H](C(F)(F)F)C1=CC=C(C=C1)C1=CC=C(C=C1)C(NC)=O